C1[C@H]([C@H]([C@@H](C[C@@]1(C(=O)O)O)OC(=O)/C=C\\C2=CC(=C(C=C2)O)O)O)O The molecule is a cinnamate ester obtained by formal condensation of the carboxy group of cis-caffeic acid with the 5-hydroxy group of (+)-quinic acid. It has a role as a metabolite. It is a cinnamate ester and a cyclitol carboxylic acid. It derives from a cis-caffeic acid and a (+)-quinic acid.